C(C)(=O)N1[C@@H](CN(CC1)C(=O)C1=CC=C(C(=O)N2C[C@H]([C@@H](C2)C(=O)N[C@@H]2[C@H](C2)C2=CC=CC=C2)C(=O)N[C@@H]2[C@H](C2)C2=CC=CC=C2)C=C1)C(NCCCCCCCCCCCCC)=O (3S,4S)-1-(4-((S)-4-acetyl-3-(tridecylcarbamoyl)piperazine-1-carbonyl)benzoyl)-N3,N4-bis((1S,2R)-2-phenylcyclopropyl)pyrrolidine-3,4-dicarboxamide